C(C=C)(=O)N[C@H]1[C@@H](CCC1)NC(=O)C=1SC=2N=CC=C3N(C(NC1C23)=O)C2=NC=C(C=N2)OC2=CC=CC=C2 N-((1R,2R)-2-Acrylamidocyclopentyl)-4-oxo-5-(5-phenoxypyrimidin-2-yl)-4,5-dihydro-3H-1-thia-3,5,8-triazaacenaphthylene-2-carboxamide